O[C@@H]1[C@H]2[C@@]3(C[C@@]3([C@@H](C1)O2)C(=O)NC2=C(C=CC(=C2)C(F)(F)F)C)C2=CC(=NC=C2)OC |r| rac-(1r,2r,4s,5r,6s)-6-hydroxy-4-(2-methoxypyridin-4-yl)-N-(2-methyl-5-(trifluoromethyl)phenyl)-8-oxatricyclo[3.2.1.02,4]octane-2-carboxamide